NC1=C(C=C(C=N1)C1=CC=C(C(=O)O)C=C1)C(NC1CCCCC1)=O 4-(6-amino-5-(cyclohexylcarbamoyl)pyridin-3-yl)benzoic acid